ethylpyridine-4-carboxamide C(C)C1=NC=CC(=C1)C(=O)N